3-(2-(4-(8-chloro-5,6-dihydro-11H-benzo[5,6]cyclohepta[1,2-b]pyridin-11-ylidene)piperidin-1-yl)ethyl)-9-hydroxy-2-methyl-6,7,8,9-tetrahydro-4H-pyrido[1,2-a]pyrimidin-4-one ClC=1C=CC2=C(CCC=3C(=NC=CC3)C2=C2CCN(CC2)CCC2=C(N=C3N(C2=O)CCCC3O)C)C1